Cl.N1CCC(CC1)C1=CC=2C(C=COC2C2=C1N(C(=N2)C(F)(F)F)CC(F)(F)F)=O (piperidin-4-yl)-3-(2,2,2-trifluoroethyl)-2-(trifluoromethyl)chromeno[7,8-d]imidazol-6(3H)-one hydrochloride